Cl.ClC=1C=C(C=CC1OC)NC1N(C(=NC(=N1)N)N1CCCC1)C1=CC=CC=C1 N-(3-Chloro-4-methoxyphenyl)-N1-phenyl-6-pyrrolidin-1-yl-[1,3,5]triazine-2,4-diamine hydrochloride